5-[(2R)-4-[(7-ethyl-6-oxo-5H-1,5-naphthyridin-3-yl)methyl]-2-methylpiperazin-1-yl]-N-methylpyridine-2-carboxamide C(C)C=1C(NC=2C=C(C=NC2C1)CN1C[C@H](N(CC1)C=1C=CC(=NC1)C(=O)NC)C)=O